cyclohexane-1,2-dicarboxylic acid diheptyl ester C(CCCCCC)OC(=O)C1C(CCCC1)C(=O)OCCCCCCC